3-(5-(((3S,4R)-4-(4-amino-3-(4-phenoxyphenyl)-1H-pyrazolo[3,4-d]pyrimidin-1-yl)-3-fluoropiperidin-1-yl)methyl)-6-fluoro-1-oxoisoindolin-2-yl)piperidine-2,6-dione NC1=C2C(=NC=N1)N(N=C2C2=CC=C(C=C2)OC2=CC=CC=C2)[C@H]2[C@H](CN(CC2)CC=2C=C1CN(C(C1=CC2F)=O)C2C(NC(CC2)=O)=O)F